1-(1H-pyrazol-3-yl)ethan-1-one N1N=C(C=C1)C(C)=O